7-benzyl-2-methylsulfanyl-6,8-dihydro-5H-pyrido[3,4-d]pyrimidin C(C1=CC=CC=C1)N1CC=2N=C(N=CC2CC1)SC